C=1(C(=CC=C2C=CC=CC12)C(=O)[O-])C(=O)OC(CCCCC)(CC)CC diethylhexyl naphthalenedicarboxylate